3-oxobutan O=C(CC)C